bismuth tantalum oxybromide O(Br)Br.[Ta].[Bi]